2-cyano(4-cyanophenyl)-3-(3-(4-methyl-1H-imidazol-1-yl)propyl)guanidine C(#N)N=C(NC1=CC=C(C=C1)C#N)NCCCN1C=NC(=C1)C